C(CCCCCCCCCCCCCCC)C=1N(C(=NC1)Br)C cetyl-3-methyl-bromoimidazole